1-(tert-butyl) 3-methyl 3-(2-methyl-5-((2-methylthiazol-5-yl)methoxy)benzofuran-3-carboxamido)pyrrolidine-1,3-dicarboxylate CC=1OC2=C(C1C(=O)NC1(CN(CC1)C(=O)OC(C)(C)C)C(=O)OC)C=C(C=C2)OCC2=CN=C(S2)C